6-(Tetrahydro-pyran-4-yl)-2-methyl-3-(4-thiazol-4-yl-benzyl)-7,8-dihydro-6H-[1,6]naphthyridin-5-one O1CCC(CC1)N1C(C=2C=C(C(=NC2CC1)C)CC1=CC=C(C=C1)C=1N=CSC1)=O